N-[3-[2-(difluoromethoxy)-5-[3-[rac-(3R)-morpholin-3-yl]phenoxy]phenyl]-1-methyl-pyrazol-4-yl]pyrazolo[1,5-a]pyrimidine-3-carboxamide FC(OC1=C(C=C(C=C1)OC1=CC(=CC=C1)[C@H]1NCCOC1)C1=NN(C=C1NC(=O)C=1C=NN2C1N=CC=C2)C)F |r|